1-[2-(4-methyl-5-methylsulfanyl-(sulfanyl)-1,2,4-triazol-3-yl)-5-nitrophenyl]azepane CN1C(=NN(C1SC)S)C1=C(C=C(C=C1)[N+](=O)[O-])N1CCCCCC1